OC=1C=C(C=C(C1)O)C#CC1=CC=C(C=C1)[N+](=O)[O-] 3,5-dihydroxy-4'-nitro-tolan